COC1=CC=C(C=C1)CN1C(N2C(=CC1=O)CCC2)=O 2-[(4-methoxyphenyl)methyl]-6,7-dihydro-5H-pyrrolo[1,2-c]pyrimidine-1,3-dione